2,2,6-trimethyl-1-oxaspiro[2.5]oct-5-ene CC1(OC12CC=C(CC2)C)C